C1NCC2C1CN(C2)C2=CN1C(=NC(=CC1=O)C=1C=C(C=3N(N1)C=C(N3)C)C)S2 2-(2,3,3a,4,6,6a-Hexahydro-1H-pyrrolo[3,4-c]pyrrol-5-yl)-7-(2,8-dimethylimidazo[1,2-b]pyridazin-6-yl)thiazolo[3,2-a]pyrimidin-5-on